tert-butyl N-[1-(8-carbamoylquinazolin-5-yl)-4-piperidyl]-N-cyclopropyl-carbamate C(N)(=O)C=1C=CC(=C2C=NC=NC12)N1CCC(CC1)N(C(OC(C)(C)C)=O)C1CC1